(2S)-4-(5-(3-((7-bromo-2-((S)-3-carboxybutanoyl)-4-fluoro-6-methoxy-3-methylisoindolin-5-yl)oxy)propoxy)-6-methoxyisoindolin-2-yl)-2-methyl-4-oxobutanoic acid BrC=1C(=C(C(=C2C(N(CC12)C(C[C@H](C)C(=O)O)=O)C)F)OCCCOC=1C=C2CN(CC2=CC1OC)C(C[C@@H](C(=O)O)C)=O)OC